tert-butyl (2R,3S,4S)-4-[(tert-butoxycarbonyl)oxy]-3-hydroxy-2-{[4-(trifluoromethoxy)phenyl]methyl}pyrrolidine-1-carboxylate C(C)(C)(C)OC(=O)O[C@@H]1[C@H]([C@H](N(C1)C(=O)OC(C)(C)C)CC1=CC=C(C=C1)OC(F)(F)F)O